CN1CC(CCC1)N1N=CC(=C1C(F)(F)F)C(=O)O 1-(1-methylpiperidin-3-yl)-5-(trifluoromethyl)-1H-pyrazole-4-carboxylic acid